NC=1C(=NC(=C(C1)C(F)(F)F)NC(CCC=C)(C)C)C(=O)O 3-Amino-6-(1,1-dimethylpent-4-enylamino)-5-(trifluoromethyl)pyridine-2-carboxylic acid